2,4-dimethyl-4,4a,5,9b-tetrahydroindeno[1,2-d]-1,3-dioxin CC1OC(C2C(O1)C1=CC=CC=C1C2)C